2-((1-(2-methoxyethyl)piperidin-4-yl)oxy)benzonitrile COCCN1CCC(CC1)OC1=C(C#N)C=CC=C1